OC1=C2C[C@H]([C@@H](OC2=CC(=C1)O)C1=CC(=C(C(=C1)O)O)O)OC(C1=CC(=C(C(=C1)O)O)F)=O.N1CC(C1)C(=O)N1CCC(CC1)O azetidin-3-yl-(4-hydroxypiperidin-1-yl)methanone (2S,3R)-5,7-dihydroxy-2-(3,4,5-trihydroxyphenyl)chroman-3-yl-3-fluoro-4,5-dihydroxybenzoate